NC=1C(=C(C(=CC1)F)[C@H]1CCC=2N([C@H]1C)C=NC2C(=O)NC)F cis-6-(3-amino-2,6-difluorophenyl)-N,5-dimethyl-5H,6H,7H,8H-imidazo[1,5-a]pyridine-1-carboxamide